tert-Butyl (R)-(1-(2-amino-[1,2,4]triazolo[1,5-a]pyridin-5-yl)pyrrolidin-3-yl)carbamate NC1=NN2C(C=CC=C2N2C[C@@H](CC2)NC(OC(C)(C)C)=O)=N1